N-methyl-pyridine chloride [Cl-].CN1CC=CC=C1